tert-butyl 3-(2-(1-ethyl-1,4,5,6-tetrahydropyrrolo[3,4-c]pyrazole-5-carbonyl)-4-(4-ethylpyridin-3-yl)-7-fluoro-1H-indol-6-yl)-5,6-dihydropyridine-1(2H)-carboxylate C(C)N1N=CC2=C1CN(C2)C(=O)C=2NC1=C(C(=CC(=C1C2)C=2C=NC=CC2CC)C=2CN(CCC2)C(=O)OC(C)(C)C)F